(R)-4-((2-chloro-5-((1-(2,2-difluoroethyl)-1H-pyrazol-4-yl)ethynyl)pyridin-4-yl)amino)butan-2-ol ClC1=NC=C(C(=C1)NCC[C@@H](C)O)C#CC=1C=NN(C1)CC(F)F